N-(trifluoromethylsulfonyl)aminotetrahydrothiophene-1,1-dioxide FC(S(=O)(=O)NC1S(CCC1)(=O)=O)(F)F